6-oxo-pyrazolopyridine O=C1C=NC=2C(=C1)N=NC2